COC=1C=C2C(=NC=NC2=CC1OC)OC1=CC=C(C=C1)C(C(=O)NC1=CC(=C(C=C1)N1CCC(CC1)C)C(F)(F)F)=O 2-(4-((6,7-dimethoxyquinazolin-4-yl)oxy)phenyl)-N-(4-(4-methylpiperidin-1-yl)-3-(trifluoromethyl)phenyl)-2-oxoacetamide